P(=O)(OCCC(C(=O)Cl)F)(O)O 4-chloro-3-fluoro-4-oxobutyl dihydrogen phosphate